tert-butyl 4-(5-amino-3-fluoro-4-methoxycarbonyl-2-pyridyl)piperazine-1-carboxylate NC=1C(=C(C(=NC1)N1CCN(CC1)C(=O)OC(C)(C)C)F)C(=O)OC